2-(3-fluorenylphenyl)piperidine C1(=CC=CC=2C3=CC=CC=C3CC12)C=1C=C(C=CC1)C1NCCCC1